2,7-dimethylpyrazolo[1,5-a]pyridine-5-carbonitrile CC1=NN2C(C=C(C=C2C)C#N)=C1